C(C)(C)(C)OC(=O)N1N=C(C(=C1)C1=CC(=CN(C1=O)C)C(=O)OC)OCCN1CC2(CCC(C1)C2)NC2=C(C=CC(=C2)N2CCOCC2)[N+](=O)[O-] methyl 5-[1-(tert-butoxycarbonyl)-3-{2-[1-{[5-(morpholin-4-yl)-2-nitrophenyl] amino}-3-azabicyclo[3.2.1]octan-3-yl] ethoxy} pyrazol-4-yl]-1-methyl-6-oxopyridine-3-carboxylate